1,4-bis-(sec-butylamino)-cyclohexane C(C)(CC)NC1CCC(CC1)NC(C)CC